2-(4-chloro-3-fluorophenoxy)-N-(3-{[4-(4-methylpiperazin-1-yl)quinazolin-6-yl]amino}bicyclo[1.1.1]pent-1-yl)acetamide ClC1=C(C=C(OCC(=O)NC23CC(C2)(C3)NC=3C=C2C(=NC=NC2=CC3)N3CCN(CC3)C)C=C1)F